[Si](C)(C)(C(C)(C)C)OC1=CC=C(C=C1)[C@H]1CC([C@H]2[C@@H]1OC(O2)(C)C)=O (3aR,6R,6aR)-6-(4-((Tert-butyldimethylsilyl)oxy)phenyl)-2,2-dimethyltetrahydro-4H-cyclopenta[d][1,3]dioxol-4-one